2-(4-(8-(1-(but-2-ynyl)pyrrolidin-2-yl)quinazolin-6-yl)phenoxy)isonicotinic acid C(C#CC)N1C(CCC1)C=1C=C(C=C2C=NC=NC12)C1=CC=C(OC=2C=C(C(=O)O)C=CN2)C=C1